tert-butyl (6-fluoro-4-(4,4,5,5-tetramethyl-1,3,2-dioxaborolan-2-yl)-5-((triisopropylsilyl)ethynyl)naphthalen-2-yl)carbamate FC=1C(=C2C(=CC(=CC2=CC1)NC(OC(C)(C)C)=O)B1OC(C(O1)(C)C)(C)C)C#C[Si](C(C)C)(C(C)C)C(C)C